2-(m-tolyl)benzo[d]imidazo[2,1-b]thiazole-7-carboxamide C1(=CC(=CC=C1)C=1N=C2SC3=C(N2C1)C=CC(=C3)C(=O)N)C